CC1(NC=CN=C1)C(=O)[O-] 2-methyl-pyrazineAt